(S)-2-(2-(2-((2,6-dichlorophenyl)amino)phenyl)acetamido)-N-methoxy-N-methyl-3-(1-trityl-1H-imidazol-4-yl)propanamide ClC1=C(C(=CC=C1)Cl)NC1=C(C=CC=C1)CC(=O)N[C@H](C(=O)N(C)OC)CC=1N=CN(C1)C(C1=CC=CC=C1)(C1=CC=CC=C1)C1=CC=CC=C1